5-fluoro-N-(4-(4-((2-hydroxy-2-methylpropyl)sulfonamido)bicyclo[2.2.2]octan-1-yl)phenyl)isoindoline-2-carboxamide ethyl-(Z)-3-((4-acetamido-3-ethoxyphenyl)amino)-2-cyanopent-2-enoate C(C)OC(\C(=C(\CC)/NC1=CC(=C(C=C1)NC(C)=O)OCC)\C#N)=O.FC=1C=C2CN(CC2=CC1)C(=O)NC1=CC=C(C=C1)C12CCC(CC1)(CC2)NS(=O)(=O)CC(C)(C)O